tert-butyl (5-(4-amino-3-ethyl-1H-pyrazol-1-yl)pentyl)carbamate NC=1C(=NN(C1)CCCCCNC(OC(C)(C)C)=O)CC